NC1=NC=C(C=2N=C(N=CC21)NC2CCC(CC2)OC)C2=CC=C(C=C2)N2C(CCC2)=O (4-(5-amino-2-(((1R,4R)-4-methoxycyclohexyl)amino)pyrido[4,3-d]pyrimidin-8-yl)phenyl)pyrrolidin-2-one